N-Hexyl-Methacrylamide dimethyl-terephthalate COC(C1=CC=C(C(=O)OC)C=C1)=O.C(CCCCC)NC(C(=C)C)=O